3,4-epoxycyclohexyl-trimethoxysilane C1(CC2C(CC1)O2)[Si](OC)(OC)OC